COC=1C=C(C=C(C1OC)OC)C1=C(N=CO1)C(=O)[O-] 5-(3,4,5-trimethoxyphenyl)oxazole-4-carboxylate